2-(4-aminophenyl)-5-amino-benzoxazole NC1=CC=C(C=C1)C=1OC2=C(N1)C=C(C=C2)N